FC=1C=C(C=C2C=C(N(C12)CCNC1=CC=NC=N1)C)C 6-[2-(7-fluoro-2,5-dimethyl-indol-1-yl)-ethylamino]-pyrimidin